4-fluorophenyl-methanesulfonamide FC1=CC=C(C=C1)CS(=O)(=O)N